C(C)(C)(C)NC(O[C@H]1C[C@H](CC1)C1=CC(=NN1)NC(COC1=C(C(=CC=C1)O)C=O)=O)=O (1R,3S)-3-(3-(2-(2-formyl-3-hydroxyphenoxy)acetamido)-1H-pyrazol-5-yl)cyclopentyl tert-butylcarbamate